FC(C1=C(C(=NC(=N1)N1[C@H]([C@@H](C1)O)C)C=1N=NN(C1)C1CN(C1)C(=O)OC(C)(C)C)C)F tert-butyl 3-(4-(6-(difluoromethyl)-2-((2S,3R)-3-hydroxy-2-methylazetidin-1-yl)-5-methylpyrimidin-4-yl)-1H-1,2,3-triazol-1-yl)azetidine-1-carboxylate